N-(1-(2,4-bis(trifluoromethyl)phenyl)-1H-pyrazol-4-yl)-[2,3'-bipyridine]-5'-carboxamide FC(C1=C(C=CC(=C1)C(F)(F)F)N1N=CC(=C1)NC(=O)C=1C=C(C=NC1)C1=NC=CC=C1)(F)F